C1(CC1)N1C(C2=C(CCC1C)C(=CN2)C2=NC(=NC=C2C(F)(F)F)NC2CNC(CC2)(C)C)=O 7-cyclopropyl-3-{2-[(6,6-dimethylpiperidin-3-yl)amino]-5-(trifluoromethyl)pyrimidin-4-yl}-6-methyl-1H,4H,5H,6H,7H,8H-pyrrolo[2,3-c]azepin-8-one